C(C)(C)(C)OC(=O)N1CCN(CC1)C=1C(=NC=C(C1)CC(C)C)C#N 4-(2-cyano-5-isobutyl-3-pyridinyl)piperazine-1-carboxylic acid tert-butyl ester